C(C)C=1N=C(OC1)C ethyl-2-methyloxazole